NC1=C(C=C(C=N1)NC(C(=O)N1[C@@H](CC[C@H](C1)C)C=1C=CC2=C(N=CS2)C1)=O)C |o1:12,15| Rel-N-(6-amino-5-methyl-3-pyridyl)-2-[(2S,5R)-2-(1,3-Benzothiazol-5-yl)-5-methyl-1-piperidyl]-2-oxo-acetamide